(guanidinomethyl)cyclopentane-1-carboxylic acid N(C(=N)N)CC1(CCCC1)C(=O)O